FC(C1=CC=2N(C=N1)C=NC2C(=O)OCC)(F)F ethyl 7-(trifluoromethyl)imidazo[1,5-c]pyrimidine-1-carboxylate